C(C)(C)(C)OC(=O)N1S(OC[C@H]1C(C)F)=O (4S)-4-(1-fluoroethyl)-1,2,3-oxathiazolidine-3-carboxylic acid tert-butyl ester 2-oxide